tert-butyl (2-((2-((tert-butyldiphenylsilyl)oxy)ethyl)(methyl)amino)-3,3,3-trifluoropropyl)carbamate [Si](C1=CC=CC=C1)(C1=CC=CC=C1)(C(C)(C)C)OCCN(C(CNC(OC(C)(C)C)=O)C(F)(F)F)C